N[C@H]1CS(C2=C(N(C1=O)CC1=CC=C(C=C1)Cl)C=C(C=C2)C=2OC(=NN2)C2(CC2)C(F)(F)F)(=O)=O (3R)-3-amino-5-[(4-chlorophenyl)methyl]-1,1-dioxo-7-[5-[1-(trifluoromethyl)cyclopropyl]-1,3,4-oxadiazol-2-yl]-2,3-dihydro-1lambda6,5-benzothiazepin-4-one